FC(OC1=CC=C(C=N1)N1CC=2C(=NC=CC2C1=O)C1=C(OCC(=O)OC)C=C(C=C1)F)F methyl (2-{2-[6-(difluoromethoxy)pyridin-3-yl]-1-oxo-2,3-dihydro-1H-pyrrolo[3,4-c]pyridin-4-yl}-5-fluorophenoxy)acetate